(±)-Methyl 4-(1-aminoethyl)benzoate N[C@H](C)C1=CC=C(C(=O)OC)C=C1 |r|